tert-butyl (3R,4S)-4-[[6-[3-(2-methoxy-4-methylsulfonyl-anilino)prop-1-ynyl]-1-(2,2,2-trifluoroethyl)benzimidazole-4-carbonyl]amino]-3-methyl-piperidine-1-carboxylate COC1=C(NCC#CC=2C=C(C3=C(N(C=N3)CC(F)(F)F)C2)C(=O)N[C@@H]2[C@@H](CN(CC2)C(=O)OC(C)(C)C)C)C=CC(=C1)S(=O)(=O)C